C1(CC1)C1=C(C(=NO1)C1=C(C=CC=C1Cl)Cl)CO[C@H]1C[C@H]2CN([C@@H]1C2)C=2SC1=C(N2)C=CC(=C1)C(=O)O |r| 2-((1RS,4SR,6SR)-6-((5-cyclopropyl-3-(2,6-dichlorophenyl)isoxazol-4-yl)methoxy)-2-azabicyclo[2.2.1]heptan-2-yl)benzo[d]thiazole-6-carboxylic acid